3-((6-(6-phenyl-5,6-dihydrocyclopenta[c]pyrazol-2(4H)-yl)pyrazin-2-yl)ethynyl)imidazo[1,2-b]pyridazine C1(=CC=CC=C1)C1CCC=2C1=NN(C2)C2=CN=CC(=N2)C#CC2=CN=C1N2N=CC=C1